butyl-4-(5-chloro-3-methyl-2-pyridyl)-3-methyl-piperidine-1-carboxylate C(CCC)OC(=O)N1CC(C(CC1)C1=NC=C(C=C1C)Cl)C